(S)-quinuclidin-3-yl (5-(3,5-dimethyl-4-propoxyphenyl)-6-methoxy-2,2-dimethyl-2,3-dihydro-1H-inden-1-yl)carbamat CC=1C=C(C=C(C1OCCC)C)C=1C=C2CC(C(C2=CC1OC)NC(O[C@@H]1CN2CCC1CC2)=O)(C)C